beta-ethyl chlorocrotonate Cl/C(/C(=O)OCC)=C\C